C1(=CC=CC=C1)CCCCC(=O)NC1=C(C(=C(C(=C1F)F)C(F)(F)F)F)F 5-phenyl-N-(2,3,5,6-tetrafluoro-4-(trifluoromethyl)phenyl)pentanamide